CN(C)CC1=CC=C(C=C1)S(=O)(=O)NC(=O)CC1=C(C=C(C=C1C(C)C)C1CN(CC1)C(=O)OC(C)(C)C)C(C)C tert-butyl 3-{4-[({4-[(dimethylamino)methyl]benzene-sulfonyl}carbamoyl)methyl]-3,5-bis(propan-2-yl)phenyl}pyrrolidine-1-carboxylate